O[C@@]1(CCN(CC12CCCC2)C([C@@H](CC(F)(F)F)CO)=O)CN2C(C=C(C(=C2)C(=O)N2CCOCC2)C2=CC=CC=C2)=O 1-(((R)-10-hydroxy-7-((S)-4,4,4-trifluoro-2-(hydroxymethyl)butanoyl)-7-azaspiro[4.5]decan-10-yl)methyl)-5-(morpholine-4-carbonyl)-4-phenylpyridin-2(1H)-one